ClC1=NC=C2N(C(N(C2=N1)C12CC(C1)(C2)COC)=O)C 2-chloro-9-(3-(methoxymethyl)bicyclo[1.1.1]pentan-1-yl)-7-methyl-7,9-dihydro-8H-purin-8-one